N-(3-((5-chloro-2-((5-(methoxymethyl)-1-methyl-1H-pyrazol-3-yl)amino)pyrimidin-4-yl)amino)-4-fluorophenyl)acrylamide ClC=1C(=NC(=NC1)NC1=NN(C(=C1)COC)C)NC=1C=C(C=CC1F)NC(C=C)=O